(S)-(1-(1H-1,2,3-triazol-1-yl) propan-2-yl) carbamate C(N)(O[C@H](CN1N=NC=C1)C)=O